(±)-cis-N-(6,8-dichloro-2,7-naphthyridin-3-yl)-2-methylcyclopropanecarboxamide ClC=1C=C2C=C(N=CC2=C(N1)Cl)NC(=O)[C@H]1[C@H](C1)C |r|